FC1=C(C=C(C(=C1)F)F)CC(=O)OCC ethyl 2,4,5-trifluoro-phenylacetate